N1C=CC=2C1=NC=C(C2)OC2=C(C(=O)NS(=O)(=O)C=1C=C(C3=C(N(C=N3)C)C1)[N+](=O)[O-])C=CC(=C2)N2CCN(CC2)CC2=C(CC1(CCC1)CC2)C2=CC=C(C=C2)Cl 2-((1H-pyrrolo[2,3-b]pyridin-5-yl)oxy)-4-(4-((6-(4-chlorophenyl)spiro[3.5]non-6-en-7-yl)methyl)piperazin-1-yl)-N-((1-methyl-4-nitro-1H-benzo[d]imidazol-6-yl)sulfonyl)benzamide